1-(4-methylbenzenesulfonyl)pyrrole-3-sulfonyl chloride CC1=CC=C(C=C1)S(=O)(=O)N1C=C(C=C1)S(=O)(=O)Cl